3-(3,5-difluorophenyl)-1-methyl-2-oxocyclopent-3-ene-1-carboxylic acid FC=1C=C(C=C(C1)F)C=1C(C(CC1)(C(=O)O)C)=O